C1N(CC2=CC=CC=C12)CC=1OC=C(C(C1)=O)\C=C\C1CCN(CC1)S(=O)(=O)C (E)-2-(isoindolin-2-ylmethyl)-5-(2-(1-(methylsulfonyl)piperidin-4-yl)vinyl)-4H-pyran-4-one